CC1=CC=C(C=C1)S(=O)(=O)C(C2=CC=CC=C2)[N+]#[C-] (1-PHENYL-1-TOSYL)METHYL ISOCYANIDE